NC1=C(C(=NN1C1=C(C(=CC=C1C)O)C)C=1SC2=C(C=NC=C2)N1)C(=O)N 5-amino-1-(3-hydroxy-2,6-dimethylphenyl)-3-(thiazolo[4,5-c]pyridin-2-yl)-1H-pyrazole-4-carboxamide